(R)-8-(3-methoxy-2,6-dimethylphenyl)-6-(1-methyl-1H-pyrazol-4-yl)pyrido[3,4-d]pyrimidin-4-amine COC=1C(=C(C(=CC1)C)C1=NC(=CC2=C1N=CN=C2N)C=2C=NN(C2)C)C